3,3'-carbonyl-bis[5,7-di(propoxy)coumarin] C(=O)(C=1C(OC2=CC(=CC(=C2C1)OCCC)OCCC)=O)C=1C(OC2=CC(=CC(=C2C1)OCCC)OCCC)=O